C(C)(C)(C)OC(=O)N1[C@@H](C[C@H](C1)O[Si](C)(C)C(C)(C)C)C=1NC(=CN1)CC1=CC(=CC=C1)OC.BrCC(=O)C1=CC=C(C=C1)OCCCCl 2-bromo-1-(4-(3-chloropropoxy)phenyl)ethan-1-one tert-butyl-(2S,4R)-4-[tert-butyl(dimethyl)silyl]oxy-2-[5-[(3-methoxyphenyl)methyl]-1H-imidazol-2-yl]pyrrolidine-1-carboxylate